ClC=1C=C(C=C2C(=C(C=NC12)C#N)NCC(C)(C)C)N[C@@H](C1=C2C=CN=CC2=C(C=C1)F)C=1N=NN(C1)C1(CC1)C(F)F (S)-8-chloro-6-(((1-(1-(difluoromethyl)cyclopropyl)-1H-1,2,3-triazol-4-yl)(8-fluoroisoquinolin-5-yl)methyl)amino)-4-(neopentylamino)quinoline-3-carbonitrile